C(C)(C)(C)OC(=O)N1CC2C(C2C1)C=O.F/C(=C/C(=O)NC1=CC(=CC=C1)C1=NC=CC2=C1N=C(N=C2)NC=2C=NC(=CC2)N2CCOCC2)/C (E)-3-fluoro-N-(3-(2-((6-morpholinylpyridin-3-yl)amino)pyrido[3,4-d]pyrimidin-8-yl)phenyl)but-2-enamide tert-butyl-6-formyl-3-azabicyclo[3.1.0]hexane-3-carboxylate